C(C)(C)[C@H]1CC[C@H](CC1)N1CCC(CC1)N1C(=C(C=2C1=NC=CC2)C=NOC)CNC(OCC2=CC=CC=C2)=O benzyl ((1-(1-(cis-4-isopropylcyclohexyl)piperidin-4-yl)-3-((methoxyimino)methyl)-1H-pyrrolo[2,3-b]pyridin-2-yl)methyl)carbamate